S1C(=NC2=C1C=CC=C2)NC(=O)C2=C(C=C(CC1CCN(CC1)C(=O)NC1=CC=C(C=C1)F)C=C2)Cl 4-(4-(benzo[d]thiazol-2-ylcarbamoyl)-3-chlorobenzyl)-N-(4-fluorophenyl)piperidine-1-carboxamide